[N+](=O)([O-])C=1C(=NC=CC1)B(O)O 3-NITROPYRIDINE-2-BORONIC ACID